Apocynin CC(=O)C1=CC(OC)=C(O)C=C1